tert-Butyl 3-(4-(methoxycarbonyl)phenyl)-4-methylpiperidine-1-carboxylate COC(=O)C1=CC=C(C=C1)C1CN(CCC1C)C(=O)OC(C)(C)C